(R)-N-((S)-1-(((S)-1-(3-(adamantan-1-ylmethyl)-1,2,4-oxadiazol-5-yl)-2-(1H-indol-3-yl)ethyl)amino)-3-(4-hydroxy-2,6-dimethylphenyl)-1-oxopropan-2-yl)-2-amino-4-guanidino-butanamide C12(CC3CC(CC(C1)C3)C2)CC2=NOC(=N2)[C@H](CC2=CNC3=CC=CC=C23)NC([C@H](CC2=C(C=C(C=C2C)O)C)NC([C@@H](CCNC(=N)N)N)=O)=O